ClC=1C(=NC=CC1SC1=C(N=C(C=2N1N=CC2)N2CCC1(CC2)[C@@H](C=2C(=NC=CC2)C1)N)C)C (S)-1'-(7-((3-chloro-2-methylpyridin-4-yl)thio)-6-methylpyrazolo[1,5-a]pyrazin-4-yl)-5,7-dihydrospiro[cyclopenta[b]pyridin-6,4'-piperidin]-5-amine